dicyclohexyl-(2',6'-diisopropyloxybiphenyl) C1(CCCCC1)C=1C(=C(C=CC1)C1=C(C=CC=C1OC(C)C)OC(C)C)C1CCCCC1